C(C)(C)N1N=C(C2=CC=C(C=C12)COC1=CC=C(C=C1)C(CC(=O)O)C(C)C)C1=CC=CC=C1 3-(4-((1-isopropyl-3-phenyl-1H-indazol-6-yl)methoxy)phenyl)-4-methylpentanoic acid